N-(4-(1-cyanocyclopentyl)phenyl)-2-((pyridin-3-ylmethyl)amino)nicotinamide C(#N)C1(CCCC1)C1=CC=C(C=C1)NC(C1=C(N=CC=C1)NCC=1C=NC=CC1)=O